N-(2-methoxyacetyl)-N-methyl-4-(methylamino)butanamide COCC(=O)N(C(CCCNC)=O)C